CC1CC(CNC1)C(=O)OC 5-methyl-3-piperidinecarboxylic acid, methyl ester